1,4-diazepan-2-one trifluoroacetate salt FC(C(=O)O)(F)F.N1C(CNCCC1)=O